S1C(=CC=C1)C=1NC(C2=CC=CC=C2C1)=O 3-(Thien-2-yl)isoquinolin-1(2H)-one